ClC1=NC=C(C(=N1)C)OC(F)F 2-chloro-5-(difluoromethoxy)4-methylpyrimidine